(1S,3R)-3-(3-{[(3,5-difluorophenyl)acetyl]amino}-1H-pyrazol-5-yl)cyclopentyl (tetrahydro-2H-pyran-4-ylmethyl)carbamate O1CCC(CC1)CNC(O[C@@H]1C[C@@H](CC1)C1=CC(=NN1)NC(CC1=CC(=CC(=C1)F)F)=O)=O